(S)-(4-(benzo[d]thiazol-2-yl)-7,8-dihydroimidazo[4,5-c]azepin-5(1H,4H,6H)-yl)(2-morpholino-4-(trifluoromethyl)oxazol-5-yl)methanone S1C(=NC2=C1C=CC=C2)[C@H]2N(CCCC1=C2N=CN1)C(=O)C1=C(N=C(O1)N1CCOCC1)C(F)(F)F